C(C1=CC=CC=C1)(=O)OC(C)C iso-propyl benzoate